C(=O)(O)C1C(C(CC1C(=O)O)C(=O)O)CC(=O)OC(CC1C(C(CC1C(=O)O)C(=O)O)C(=O)O)=O 2,3,5-tricarboxycyclopentylacetic anhydride